1,3-divinyl-oxypropane C(=C)OCCCOC=C